4-bromo-N-(2-(1-hydroxy-1-phenylethyl)phenyl)benzenesulfonamide BrC1=CC=C(C=C1)S(=O)(=O)NC1=C(C=CC=C1)C(C)(C1=CC=CC=C1)O